C(#N)CC1(CCN(CC1)CC1=C(C=NC=C1)C(F)(F)F)N1N=CC(=C1)C1=CC=CC=2N1N=C(N2)NC(=O)C2CC2 N-(5-(1-(4-(cyanomethyl)-1-(3-(trifluoromethyl)isonicotinyl)piperidin-4-yl)-1H-pyrazol-4-yl)-[1,2,4]triazolo[1,5-a]pyridin-2-yl)cyclopropylcarboxamide